(5-(Hydroxymethyl)furan-2-yl)(4-methoxyphenyl)methanol OCC1=CC=C(O1)C(O)C1=CC=C(C=C1)OC